FC(C1=NN=C(O1)C=1C=CC(=NC1)CN1C(C2=CC=C(C=C2C(C1=O)(CC)CC)N1CCN(CC1)CC)=O)F 2-((5-(5-(difluoromethyl)-1,3,4-oxadiazole-2-yl)pyridine-2-yl)methyl)-4,4-diethyl-6-(4-ethylpiperazine-1-yl)isoquinoline-1,3(2H,4H)-dione